BrC=1C=C2C=NC(=NC2=C(C1)Cl)Cl 6-bromo-2,8-dichloro-quinazoline